1,1-dinaphthyl-methane C1(=CC=CC2=CC=CC=C12)CC1=CC=CC2=CC=CC=C12